C1(CC1)C1=C(N(C(C=C1)=O)C)C1=C(OC=2C(=NC=NC2)N2CC3(C2)CCN(CC3)CC3CCC(CC3)NS(=O)(=O)C)C=CC(=C1)F N-(4-((2-(5-(2-(3-cyclopropyl-1-methyl-6-oxo-1,6-dihydropyridin-2-yl)-4-fluorophenoxy)pyrimidin-4-yl)-2,7-diazaspiro[3.5]nonan-7-yl)methyl)cyclohexyl)methanesulfonamide